ClC1=NC(=NC(=C1C=O)Cl)N=CN(C)C N'-(4,6-dichloro-5-formyl-pyrimidin-2-yl)-N,N-dimethyl-formamidine